N-(2-chloro-6-fluoro-3-nitrophenyl)-2,2,2-trifluoroacetamide ClC1=C(C(=CC=C1[N+](=O)[O-])F)NC(C(F)(F)F)=O